C(=CCCCC)[SiH](C)C Hexenyldimethylsilane